2-fluoro-N-((5-fluoro-6-isopropoxypyridin-3-yl)methyl)-5-(4,4,5,5-tetramethyl-1,3,2-dioxaborolan-2-yl)benzamide FC1=C(C(=O)NCC=2C=NC(=C(C2)F)OC(C)C)C=C(C=C1)B1OC(C(O1)(C)C)(C)C